5-Phenyl-2-(pyridin-4-yl)thieno[2,3-d]pyrimidin C1(=CC=CC=C1)C1=CSC=2N=C(N=CC21)C2=CC=NC=C2